CC1=C(C=C(C=C1)N1CCCC1)C1CC=2C=NN(C(C2CC1)=O)C1=NC=CC=N1 6-(2-Methyl-5-(pyrrolidin-1-yl)phenyl)-2-(pyrimidin-2-yl)-5,6,7,8-tetrahydrophthalazin-1(2H)-one